rel-3-((4R,6S)-4-(2-hydroxy-2-methylpropyl)-6-methylcyclohex-1-en-1-yl)propanal OC(C[C@@H]1CC=C([C@H](C1)C)CCC=O)(C)C |o1:3,7|